FC1=C(C(=CC=C1C1=NN(C(=C1)O)C)O)N1CC(NS1(=O)=O)=O 5-(2-fluoro-6-hydroxy-3-(5-hydroxy-1-methyl-1H-pyrazol-3-yl)phenyl)-1,2,5-thiadiazolidin-3-one 1,1-dioxide